NC1=NC=NN2C1=C(C=C2C=2C=C(C(=NC2)C)C(=O)N2CC(CC(C2)O)(O)CC2=CC=C(C=C2)F)C(F)(F)F (5-(4-Amino-5-(trifluoromethyl)pyrrolo[2,1-f][1,2,4]triazin-7-yl)-2-methylpyridin-3-yl)(3-(4-fluorobenzyl)-3,5-dihydroxypiperidin-1-yl)methanon